OC1=C(C=C(OC2CN(C2)C(C)=O)C=C1)[N+](=O)[O-] 1-(3-(4-hydroxy-3-nitrophenoxy)azetidin-1-yl)ethan-1-one